methyl-4,6-dichloropyrimidine-5-carboxylate COC(=O)C=1C(=NC=NC1Cl)Cl